FC=1C(=NC=C(C(=O)O)C1)S(=O)(=O)C 5-Fluoro-6-(methylsulfonyl)nicotinic acid